NC1=NC=C(C2=C1C(=NN2C(C)C)C2=CC(=C(C=C2)NS(=O)(=O)C2=C(C=CC=C2)F)F)C2CCC(CC2)NC2COC2 N-(4-(4-amino-1-isopropyl-7-(4-(oxetan-3-ylamino)cyclohexyl)-1H-pyrazolo[4,3-c]pyridin-3-yl)-2-fluorophenyl)-2-fluorobenzenesulfonamide